COC1(CCC(CC1)=O)C(=O)OC methyl 1-methoxy-4-oxo-cyclohexanecarboxylate